ClC1=CC=C(C=C1)[C@H](CC1=NOC(=N1)CN1C(N(C(=CC1=O)C(F)F)C)=O)O 3-({3-[(2S)-2-(4-chlorophenyl)-2-hydroxyethyl]-1,2,4-oxadiazol-5-yl}methyl)-6-(difluoromethyl)-1-methyl-1,2,3,4-tetrahydropyrimidine-2,4-dione